1-(benzofuran-5-yl)-3-(4-chloro-6-methylpyrimidin-2-yl)urea O1C=CC2=C1C=CC(=C2)NC(=O)NC2=NC(=CC(=N2)Cl)C